(Z)-4-(2-cyano-3-ethoxy-3-oxoprop-1-enyl)benzoic Acid C(#N)/C(=C/C1=CC=C(C(=O)O)C=C1)/C(=O)OCC